NCCOCCOCCOCCN=[N+]=[N-] 2-(2-aminoethoxy)ethoxyl-2-(2-azidoethoxy)ethane